2,7-dioctyl-[1]benzothieno[3,2-B][1]benzothiophene C(CCCCCCC)C1=CC2=C(C=C1)C=1SC3=C(C1S2)C=CC(=C3)CCCCCCCC